[N+](=O)([O-])C=CC=C Nitryl-Butadien